cadmium, barium salt [Ba].[Cd]